3-(4-hydroxyphenyl)oxetan-3-ol OC1=CC=C(C=C1)C1(COC1)O